N-(3-{8-bromo-3-[(trifluoromethyl)sulfanyl]indolizin-2-yl}prop-2-yn-1-yl)-7-(dimethylphosphoryl)-1,3-benzothiazol-4-amine BrC1=CC=CN2C(=C(C=C12)C#CCNC=1C=CC(=C2C1N=CS2)P(=O)(C)C)SC(F)(F)F